BrC1=CC(=C(C=C1)CBr)[N+](=O)[O-] 4-bromo-1-(bromomethyl)-2-nitro-benzene